7-bromo-5-chloro-N-ethyl-1-((2-(trimethylsilyl)ethoxy)methyl)-1H-pyrazolo[4,3-b]pyridin-3-amine BrC1=C2C(=NC(=C1)Cl)C(=NN2COCC[Si](C)(C)C)NCC